FC1=CC=C(C=C1)C=1C=C2C(=NC=NC2=C(C1)OC)NC1CCN(CC1)C 6-(4-fluorophenyl)-8-methoxy-N-(1-methylpiperidin-4-yl)quinazolin-4-amine